CC(C(=O)OCC(C)(NC1=NC2=C(N1)C=CC=C2CNC(N(C)C)=O)C2=CC(=CC=C2)Cl)(C)C 2-(3-chlorophenyl)-2-[(4-{[(dimethylcarbamoyl)amino]methyl}-1H-1,3-benzodiazol-2-yl)amino]propyl 2,2-dimethylpropanoate